FC=1C=C(OC2CN(C2)C(=O)OC(C)(C)C)C=CC1 tert-Butyl 3-(3-fluorophenoxy)azetidine-1-carboxylate